2-(3-methoxyphenoxy)ethan-1-amine COC=1C=C(OCCN)C=CC1